C(C1=CC=CC=C1)(C1=CC=CC=C1)(C1=CC=CC=C1)N1C=NC=C1C1(CC1)CN [1-(3-tritylimidazol-4-yl)cyclopropyl]methanamine